6-Chloro-4-(4-(4-cyanophenoxy)piperidin-1-yl)-1-methyl-2-oxo-1,2-dihydro-1,5-naphthyridin-3-carbonitril ClC=1N=C2C(=C(C(N(C2=CC1)C)=O)C#N)N1CCC(CC1)OC1=CC=C(C=C1)C#N